C1(=CC(=CC=C1)C#N)C 3-tolunitrile